N-(3-(5-chloro-2-methoxyphenyl)-1-(2-(ethylamino)-2-oxoethyl)-1H-pyrazol-4-yl)pyrazolo[1,5-a]pyrimidine-3-carboxamide ClC=1C=CC(=C(C1)C1=NN(C=C1NC(=O)C=1C=NN2C1N=CC=C2)CC(=O)NCC)OC